C1(=CC(=CC=C1)C[C@H]1[C@H](CCC2=CC=C(C(N12)=O)C(=O)OC)NS(=O)(=O)C)C1=CC=CC=C1 |r| rac-methyl (3S,4S)-4-[([1,1'-biphenyl]-3-yl)methyl]-3-[(methanesulfonyl)amino]-6-oxo-1,3,4,6-tetrahydro-2H-quinolizine-7-carboxylate